N-(4-((3S,6S,12aS)-6-isobutyl-9-methoxy-1,4-dioxo-1,2,3,4,6,7,12,12a-octahydropyrazino[1',2':1,6]pyrido[3,4-b]indol-3-yl)butyl)pivalamide C(C(C)C)[C@@H]1N2[C@@H](CC3=C1NC=1C=C(C=CC31)OC)C(N[C@H](C2=O)CCCCNC(C(C)(C)C)=O)=O